Bis((R)-2-hydroxy-1-phenylethyl)-2,6-diisopropylpyridine-3,5-dicarboxamide OC[C@@H](C1=CC=CC=C1)NC(=O)C=1C=C(C(=NC1C(C)C)C(C)C)C(=O)N[C@@H](CO)C1=CC=CC=C1